C(C)OC([C@H](OCC)OC1=NN(C(=C1Br)C=1C=NC(=CC1)F)C1=C(C=CC=C1)F)=O (2R)-{[4-bromo-1-(2-fluorophenyl)-5-(6-fluoropyridin-3-yl)-1H-pyrazol-3-yl]oxy}(ethoxy)acetic acid ethyl ester